CC=1OC2=C(CN(CC2)C(=O)C2=CN(CCS2)C=2C3=C(N=CN2)NC=C3C)N1 (2-methyl-6,7-dihydrooxazolo[4,5-c]pyridin-5(4H)-yl)(4-(5-methyl-7H-pyrrolo[2,3-d]pyrimidin-4-yl)-3,4-dihydro-2H-1,4-thiazin-6-yl)methanone